N-[9-[(2R,6R)-6-[[bis(4-methoxyphenyl)-phenyl-methoxy]methyl]-6-[[2-cyanoethoxy-(diisopropylamino)phosphanyl]oxymethyl]-1,4-dioxan-2-yl]purin-6-yl]benzamide COC1=CC=C(C=C1)C(OC[C@]1(COC[C@@H](O1)N1C2=NC=NC(=C2N=C1)NC(C1=CC=CC=C1)=O)COP(N(C(C)C)C(C)C)OCCC#N)(C1=CC=CC=C1)C1=CC=C(C=C1)OC